C(C)(=O)OC1=C2C(=CC=3OC=4C(=C(C(=C(C4C(C13)=C=O)CC=C(C)C)OC)OC(C)=O)OC(C)=O)OC(C=C2)(C)C 8-methoxy-2,2-dimethyl-7-(3-methylbut-2-en-1-yl)-6-carbonyl-2H,6H-pyrano[3,2-b]xanthene-5,9,10-tri-yl triacetate